C(#N)C1=CC=C(C=C1)C(C)S(=O)(=O)CC(CC)NC(OC1=CC=C(C=C1)F)=O 4-fluorophenyl N-(1-(1-(4-cyanophenyl)-ethanesulfonyl)but-2-yl)carbamate